(E)-3-(4-isopropoxy-3-methoxyphenyl)acrylic acid C(C)(C)OC1=C(C=C(C=C1)/C=C/C(=O)O)OC